O=C1OC2=CC(=CC=C2C(=C1)C1=C(C=CC=C1)C)NC(C(=O)O)CC 2-((2-oxo-4-(o-tolyl)-2H-chromen-7-yl)amino)butanoic acid